(2,3-Dihydro-1H-Indol-3-Yl)Acetic Acid N1CC(C2=CC=CC=C12)CC(=O)O